ClC1=CC=C(C=C1)C1=CC(=NC(=N1)C=1C=NN(C1)C)N 6-(4-chlorophenyl)-2-(1-methyl-1H-pyrazol-4-yl)pyrimidin-4-amine